[O-2].Cl[Zn+2] chlorozinc oxide